C1=CC(=CC=C1/C=C/C2=C3[C@H]([C@H](OC3=CC(=C2)O)C4=CC=C(C=C4)O)C5=CC(=CC(=C5)O)O)O The molecule is a stilbenoid that is the (2S,3R)-trans-stereoisomer of epsilon-viniferin, obtained by cyclodimerisation of trans-resveratrol. It is a member of 1-benzofurans, a polyphenol and a stilbenoid. It derives from a trans-resveratrol. It is an enantiomer of a (2R,3S)-trans-epsilon-viniferin.